OCN1N=CC=C(C1=O)C(F)(F)F 2-(hydroxymethyl)-4-(trifluoromethyl)pyridazin-3(2H)-one